ClC1=CC=C(C=N1)C1(CC1)NC(=O)C1=CC(=NN1C)C1CC1 N-(1-(6-chloropyridin-3-yl)cyclopropyl)-3-cyclopropyl-1-methyl-1H-pyrazole-5-carboxamide